5-(piperazin-1-yl-pyridin-2-ylamino)-7H-pyrrolo[2,3-d]pyrimidine-6-carboxylic acid dimethylamide CN(C(=O)C1=C(C2=C(N=CN=C2)N1)N(C1=NC=CC=C1)N1CCNCC1)C